BrC1=C(C=C2C(=C1)OCO2)CC(=O)O 2-bromo-4,5-methylenedioxyphenylacetic acid